ClC1=CC(=C(C=N1)C(=O)NNC(=O)C12CCC(CC1)(CC2)C(=O)OC)NC methyl 4-{N'-[6-chloro-4-(methylamino)pyridine-3-carbonyl]hydrazinecarbonyl}bicyclo-[2.2.2]octane-1-carboxylate